(2E)-2-[(E)-3-(7-azaniumylidene-2-tert-butylchromen-4-yl)prop-2-enylidene]-1-[6-(2,5-dioxopyrrolidin-1-yl)oxy-6-oxohexyl]-3,3-dimethylindole-5-sulphonate [NH2+]=C1C=CC2=C(C=C(OC2=C1)C(C)(C)C)/C=C/C=C\1/N(C2=CC=C(C=C2C1(C)C)S(=O)(=O)[O-])CCCCCC(=O)ON1C(CCC1=O)=O